O=C1N(C(C2=CC=CC=C12)=O)C[C@@H]([C@@H](C)NC(OC(C)(C)C)=O)CC1OC1 tert-butyl ((2R,3S)-4-(1,3-dioxoisoindolin-2-yl)-3-(oxiran-2-ylmethyl)butan-2-yl)carbamate